(E)-3-(2-chlorocyclopent-1-en-1-yl)acrylic acid ethyl ester C(C)OC(\C=C\C1=C(CCC1)Cl)=O